6-(2-HYDROXYPROPAN-2-YL)-N-(6-METHOXY-1-METHYL-1H-INDAZOL-7-YL)PYRIDINE-3-SULFONAMIDE OC(C)(C)C1=CC=C(C=N1)S(=O)(=O)NC=1C(=CC=C2C=NN(C12)C)OC